ClC1=CC=C(C=C1)C=1C(=NC(=NC1OC)OC)C1=C(C=C(C=C1)Cl)Cl 5-(4-chlorophenyl)-4-(2,4-dichlorophenyl)-2,6-dimethoxypyrimidine